(3aR,5aS,9aS,9bS)-3a,6,6,9a-tetramethyldodecahydronaphtho[2,1-b]furan C[C@]12OCC[C@H]1[C@]1(CCCC([C@@H]1CC2)(C)C)C